C1=CC=CC=2C3=CC=CC=C3C(=CC12)C(C(=O)OCC)(F)F ethyl 2-(phenanthren-9-yl)-2,2-difluoroacetate